CC(N)(C)C(=O)O alpha-methyl-alanin